CS(=O)(=O)N[C@@H]1[C@@H](N(CCC1)C(=O)OC)CC1=CC(=CC=C1)C=1C=NC=CC1 methyl cis-3-((methylsulfonyl)amino)-2-(3-(pyridin-3-yl)benzyl)piperidine-1-carboxylate